CCC(C=C)C 1,2-dimethyl-3-butene